2-(6-(tetrahydro-2H-pyran-4-yl)pyridin-2-yl)acetohydrazide O1CCC(CC1)C1=CC=CC(=N1)CC(=O)NN